ClC=1C=2N(C(=NC1N)C1=CC=CC=C1)N=C(N2)C(C)C 8-chloro-5-phenyl-2-propan-2-yl-[1,2,4]triazolo[1,5-c]pyrimidin-7-amine